2,6-bis(1,2,3-triazol-4-yl)pyridine N1N=NC(=C1)C1=NC(=CC=C1)C=1N=NNC1